CCCCCCCCC(CCCCCCCC)OC(CCCCCCCN(CCCCCCCC(=O)O)CCO)=O 8-((8-(Heptadecan-9-yloxy)-8-oxooctyl)(2-hydroxyethyl)amino)octanoic acid